FC=1C=C(N)C=C(C1OC1=CC=NC2=CC(=C(C=C12)OC)OC(F)(F)F)F 3,5-difluoro-4-{[6-methoxy-7-(trifluoromethoxy)quinolin-4-yl]oxy}aniline